[(6-chloro-3-morpholinosulfonyl-4-quinolyl)amino]-4-fluoro-benzoic acid ClC=1C=C2C(=C(C=NC2=CC1)S(=O)(=O)N1CCOCC1)NC1=C(C(=O)O)C=CC(=C1)F